Methyl-5-bromo-4-trifluoromethylpyrimidin-2(1H)-one CN1C(N=C(C(=C1)Br)C(F)(F)F)=O